C(=O)O.CON=C1CCNCC1 piperidin-4-one O-methyloxime formate